C1(CCC1)COC1=NC=CC=C1C1=CC(=C(C=C1)CCCCC(=O)O)F 5-[4-(2-cyclobutylmethoxy-pyridin-3-yl)-2-fluoro-phenyl]-pentanoic acid